7-bromo-6-fluoro-5-methyl-indoline-2,3-dione BrC=1C(=C(C=C2C(C(NC12)=O)=O)C)F